3-(4-methoxyphenoxy)-2-methoxypropyl ether COC1=CC=C(OCC(COCC(COC2=CC=C(C=C2)OC)OC)OC)C=C1